(2S)-3-[5,7-difluoro-2-(4-fluorophenyl)-1H-indol-3-yl]-2-methyl-propionic acid FC=1C=C2C(=C(NC2=C(C1)F)C1=CC=C(C=C1)F)C[C@@H](C(=O)O)C